FC(C1=CC=C(C=C1)CNC1COC1)(F)F N-[[4-(trifluoromethyl)phenyl]methyl]oxetan-3-amine